C1(CC1)C=1C(NC(N(C1)C=1C=NN2C1C=C(C=C2)C[C@H]2C[C@@H](N(CC2)C(=O)OC(C)(C)C)C)=O)=O tert-butyl (2s,4r)-4-((3-(5-cyclopropyl-2,4-dioxo-3,4-dihydropyrimidin-1(2H)-yl) pyrazolo[1,5-a]pyridin-5-yl) methyl)-2-methylpiperidine-1-carboxylate